Cl.NC\C=C(\CN1N=NC2=C1C=C(C=C2C=2C=C(C=CC2OC)S(=O)(=O)NC)C(=O)N2CCCC2)/F (Z)-3-(1-(4-amino-2-fluorobut-2-en-1-yl)-6-(pyrrolidin-1-carbonyl)-1H-benzo[d][1,2,3]triazol-4-yl)-4-methoxy-N-methylbenzenesulfonamide Hydrochloride